icosanoic acid 7-[4-(4-benzo[b]thiophen-4-ylpiperazin-1-yl)butoxy]-2-oxo-3,4-dihydro-2H-quinolin-1-ylmethyl ester S1C2=C(C=C1)C(=CC=C2)N2CCN(CC2)CCCCOC2=CC=C1CCC(N(C1=C2)COC(CCCCCCCCCCCCCCCCCCC)=O)=O